4-methyl-6-phenyl-2,3,4,5-tetrahydropyridine CC1CCN=C(C1)C1=CC=CC=C1